ethyl 6-fluoroimidazo[1,2-a]pyridine-2-carboxylate FC=1C=CC=2N(C1)C=C(N2)C(=O)OCC